tert-Butyl (E)-(4-(4-((1-(2-Fluoroethyl)-1H-1,2,3-triazol-4-yl)-methoxy)styryl)phenyl)(methyl)carbamate FCCN1N=NC(=C1)COC1=CC=C(/C=C/C2=CC=C(C=C2)N(C(OC(C)(C)C)=O)C)C=C1